CN(CC(C)OC1=NC2=CC(=CC=C2C(=N1)NC=1C(=C2C=CC=NC2=CC1)F)C=1C=NN(C1)C)C ((1-(dimethylamino)propan-2-yl)oxy)-N-(5-fluoroquinolin-6-yl)-7-(1-methyl-1H-pyrazol-4-yl)quinazolin-4-amine